NC1=NC=NN2C1=NC=C2C=2C=C(C=CC2C)S(=O)(=O)N(C)C2CC2 3-(4-aminoimidazo[2,1-f][1,2,4]triazin-7-yl)-N-cyclopropyl-N,4-dimethylbenzenesulfonamide